2-(2,4-Difluoro-3-methoxyphenyl)-4,4,5,5-tetramethyl-1,3,2-dioxaborolane FC1=C(C=CC(=C1OC)F)B1OC(C(O1)(C)C)(C)C